CC1(OB(OC1(C)C)C(=C)COCCCC=C)C 4,4,5,5-tetramethyl-2-[3-(pent-4-en-1-yloxy)prop-1-en-2-yl]-1,3,2-dioxaborolane